FC(CN1[C@@H](C2=CC=C3C(=C2C[C@H]1C)C=NN3)C3=CC=C(C=N3)N(C)C3CN(C3)CCCF)F 6-((6S,8R)-7-(2,2-difluoroethyl)-8-methyl-6,7,8,9-tetrahydro-3H-pyrazolo[4,3-f]isoquinolin-6-yl)-N-(1-(3-fluoropropyl)azetidin-3-yl)-N-methylpyridin-3-amine